C(CC)C(CO)CCCCC 2-propyl-heptan-1-ol